OC=1NC(SC1)=S 4-hydroxy-2-thiazolthione